4,4'-[hexane-1,6-diylbis(oxy)]dibenzenecarboximidamide C(CCCCCOC1=CC=C(C=C1)C(N)=N)OC1=CC=C(C=C1)C(N)=N